tert-butyl((diphenylphosphoryl)oxy)(methyl)carbamate C(C)(C)(C)OC(N(C)OP(=O)(C1=CC=CC=C1)C1=CC=CC=C1)=O